tert-Butyl 2-[[2-(2,6-dioxo-3-piperidyl)-6-fluoro-1-oxo-isoindolin-4-yl]amino]acetate O=C1NC(CCC1N1C(C2=CC(=CC(=C2C1)NCC(=O)OC(C)(C)C)F)=O)=O